C(C)(=O)NC=1C(=C(C(=C(C1)C=CC1=CC=CC=C1)S(=O)(=O)O)S(=O)(=O)O)N1C(C=CC1=O)=O acetamidomaleimidylstilbenedisulfonic acid